O=C1NC(CCC1N1C(C2=CC=C(C=C2C1=O)NCCC[C@@H]1C[C@H](C1)N1N=CC(=C1)C1=NC2=CC(=CC=C2N=C1)N1[C@H]2CN([C@@H](C1)C2)C)=O)=O 2-(2,6-dioxopiperidin-3-yl)-5-((3-(trans-3-(4-(7-((1R,4R)-5-methyl-2,5-diazabicyclo[2.2.1]heptan-2-yl)quinoxalin-2-yl)-1H-pyrazol-1-yl)cyclobutyl)propyl)amino)isoindoline-1,3-dione